C(C)(C)(C)OC(=O)NCCC N-(tert-butoxycarbonyl)propylamine